C(C)(=O)[O-].C(C)[NH+]1C(CCC1)C 1-ethyl-2-methylpyrrolidinium acetate